COCCNC(C1=CC=C(C=C1)C1=NC(=NC=C1C)NC=1C=NN(C1)C)=O N-(2-methoxyethyl)-4-(5-methyl-2-((1-methyl-1H-pyrazol-4-yl)amino)pyrimidin-4-yl)benzamide